FC(C1=C2CNCC2=CC=C1)(F)F 4-(trifluoromethyl)isoindoline